OC1CC(N(C1)C=1C=C(C(=NC1)C(F)(F)F)NC(C1=NC(=CC=C1)C=1C=NN(C1)CC(F)(F)F)=O)C N-(5-(4-hydroxy-2-methylpyrrolidin-1-yl)-2-(trifluoromethyl)pyridin-3-yl)-6-(1-(2,2,2-trifluoroethyl)-1H-pyrazol-4-yl)picolinamide